4-(1H-Pyrazol-1-yl)cyclohexyl-N-(4-cyanophenyl)acetamide N1(N=CC=C1)C1CCC(CC1)CC(=O)NC1=CC=C(C=C1)C#N